CO[Si](O[Si](C=C)(OC)OC)(C=C)OC 1,1,3,3-Tetramethoxy-1,3-divinyldisiloxane